m-(1-isopropoxy-1-methylpropoxy)styrene C(C)(C)OC(CC)(OC=1C=C(C=C)C=CC1)C